bis(2,4,6-trimethylbenzoyl)phosphoric acid CC1=C(C(=O)OP(OC(C2=C(C=C(C=C2C)C)C)=O)(O)=O)C(=CC(=C1)C)C